C(#N)C=1C(=CC(=NC1)NC(=O)C1=CN(C=2C1=NC(=CC2)C=O)C)NCCOC N-(5-cyano-4-((2-methoxyethyl)amino)pyridin-2-yl)-5-formyl-1-methyl-1H-pyrrolo[3,2-b]pyridine-3-carboxamide